FC(C(=O)O)(C1=CCC(CC1)F)F 2,2-difluoro-2-(4-fluorocyclohex-1-enyl)acetic acid